NC1=NN2C(C=C(C=C2)C2=CC=C(C(=N2)C(=O)NCC2=C(C=CC(=C2)OC(F)(F)F)F)C)=N1 6-(2-amino-[1,2,4]triazolo[1,5-a]pyridin-7-yl)-N-(2-fluoro-5-(trifluoromethoxy)benzyl)-3-methylpyridinecarboxamide